C(C1=CC=CC=C1)N(CCOCCO)CCOCCOCCN(CC)CC1=CC=CC=C1 7,16-dibenzyl-1,4,10,13-tetraoxa-7,16-diaza-octadecane